fluoroether carbonate C(O)(O)=O.FOF